FC=1C=C2C(=CN(C2=CC1)C)C=1C2=C(N=C(N1)C1(CC(=C(C=C1)N(C)CCN(C)C)[N+](=O)[O-])N)N(C=C2)S(=O)(=O)C2=CC=C(C)C=C2 4-(4-(5-fluoro-1-methyl-1H-indol-3-yl)-7-tosyl-7H-pyrrolo[2,3-d]pyrimidin-2-yl)-N1-(2-(dimethylamino)ethyl)-N1-methyl-2-nitrobenzene-1,4-diamine